N-(tert-Butyldimethylsilyl)-4-(2-hydroxypropyl)furan-2-sulfonamide methyl(4-methylpiperidin-4-yl)carbamate CN(C(O)=O)C1(CCNCC1)C.[Si](C)(C)(C(C)(C)C)NS(=O)(=O)C=1OC=C(C1)CC(C)O